ClC1=CC=C(C=C1)NS(=O)(=O)C=1C=C(C=CC1)NC(=O)C1=CSC=C1 N-(3-(N-(4-chlorophenyl)sulfamoyl)phenyl)thiophene-3-carboxamide